N1CCC=CC1 1,2,3,6-Tetra-hydropyridine